methyl(thiazol-2-yl)(((1-(4-(5-(trifluoromethyl)-1,2,4-oxadiazol-3-yl)phenyl)-1H-pyrazol-4-yl)methyl)imino)-λ6-sulfanone CS(=O)(=NCC=1C=NN(C1)C1=CC=C(C=C1)C1=NOC(=N1)C(F)(F)F)C=1SC=CN1